N-Bromosuccinimide lanthanum [La].BrN1C(CCC1=O)=O